3-(3,4-difluorophenyl)-5-(3-(methylsulfonyl)-5-(piperidin-4-yloxy)phenoxy)pyridine FC=1C=C(C=CC1F)C=1C=NC=C(C1)OC1=CC(=CC(=C1)OC1CCNCC1)S(=O)(=O)C